ClC=1C=C(C(=NC1)N1C([C@@H](N(C(C1)=O)CC1=CC=C(C=C1)C(F)(F)F)C1CCC1)=O)F (S)-1-(5-chloro-3-fluoropyridin-2-yl)-3-cyclobutyl-4-(4-(trifluoromethyl)benzyl)piperazine-2,5-dione